(S)-3-((2S,4R)-1-((R)-2-(1-fluorocyclopropane-1-carboxamido)-3,3-dimethylbutanoyl)-4-hydroxypyrrolidine-2-carboxamido)-3-phenylpropanoic acid FC1(CC1)C(=O)N[C@@H](C(=O)N1[C@@H](C[C@H](C1)O)C(=O)N[C@@H](CC(=O)O)C1=CC=CC=C1)C(C)(C)C